N-((5-bromo-3-fluoropyridin-2-yl)methyl)formamide BrC=1C=C(C(=NC1)CNC=O)F